(+/-)-6-{[(2R,3S,4R)-4-(1H-indol-6-yl)-2-methyl-1-[2-(1H-pyrrol-1-yl)ethyl]piperidin-3-yl]methoxy}-2,3-dihydro-1H-isoindol-one N1C=CC2=CC=C(C=C12)[C@H]1[C@@H]([C@H](N(CC1)CCN1C=CC=C1)C)COC1=CC=C2CNC(C2=C1)=O |r|